The molecule is a ribonucleoside triphosphate oxoanion that is the hexaanion of guanosine 3'-diphosphate 5'-triphosphate; major species at pH 7.3. It is a conjugate base of a guanosine 3'-diphosphate 5'-triphosphate. It is a conjugate acid of a guanosine 3'-diphosphate 5'-triphosphate(7-). C1=NC2=C(N1[C@H]3[C@@H]([C@@H]([C@H](O3)COP(=O)([O-])OP(=O)([O-])OP(=O)([O-])[O-])OP(=O)([O-])OP(=O)(O)[O-])O)N=C(NC2=O)N